2-phenoxy-1-phenyl-ethanone O(C1=CC=CC=C1)CC(=O)C1=CC=CC=C1